FC1=C(OC2=C[C@]3(C(CN(C3)CC(=O)C=3C=C4CCC(NC4=CC3)=O)=C2)O)C=CC=C1 6-(2-((3aR,5R,6aS)-5-(2-fluorophenoxy)-3a-hydroxycyclopenta[c]pyrrol-2(1H)-yl)acetyl)-3,4-dihydroquinolin-2(1H)-one